phenyl (3-chloro-4-(3-methyloxetan-3-yl)phenyl)carbamate ClC=1C=C(C=CC1C1(COC1)C)NC(OC1=CC=CC=C1)=O